5-[[(1R,2S)-2-hydroxycyclohexyl]amino]pyrazolo[1,5-a]pyrimidine-3-carboxamide O[C@@H]1[C@@H](CCCC1)NC1=NC=2N(C=C1)N=CC2C(=O)N